{4-[(5-Chloro-thiophen-2-ylmethyl)-amino]-2-trifluoromethyl-phenyl}-carbamic acid ethyl ester C(C)OC(NC1=C(C=C(C=C1)NCC=1SC(=CC1)Cl)C(F)(F)F)=O